1,3,5-tris(3-hydroxy-2,6-Dimethyl-4-isopropylbenzyl)-1,3,5-triazine-2,4,6(1H,3H,5H)-trione OC=1C(=C(CN2C(N(C(N(C2=O)CC2=C(C(=C(C=C2C)C(C)C)O)C)=O)CC2=C(C(=C(C=C2C)C(C)C)O)C)=O)C(=CC1C(C)C)C)C